NC1=C(C=C(N=N1)C1=C(C=CC=C1)O)N1CC2CCC(C1)N2C2=CC(=NC=C2)C#CCN2C1CCC(CC2)C1 2-[6-amino-5-[8-[2-[3-(2-azabicyclo[3.2.1]oct-2-yl)prop-1-ynyl]-4-pyridinyl]-3,8-diazabicyclo[3.2.1]oct-3-yl]pyridazin-3-yl]phenol